CCCCCCCCCCCC(=O)O[C@H](COC(=O)CCCC/C=C\C/C=C\C/C=C\CCCCC)COP(=O)([O-])OCC[N+](C)(C)C 1-(6Z,9Z,12Z-octadecatrienoyl)-2-dodecanoyl-glycero-3-phosphocholine